2-((2,2-difluoroethyl)(methyl)amino)-2-methylpropan-1-ol FC(CN(C(CO)(C)C)C)F